[(3aS,4R,6aR)-4-[(6-bromo-3-pyridazinyl)oxy]hexahydrocyclopenta[c]pyrrol-2(1H)-yl](1-methyl-1H-thieno[2,3-c]pyrazol-5-yl)methanone BrC1=CC=C(N=N1)O[C@@H]1CC[C@H]2CN(C[C@H]21)C(=O)C2=CC1=C(N(N=C1)C)S2